FC1=NC(=CC=C1S(=O)(=O)Cl)F 2,6-difluoropyridine-3-sulfonyl chloride